2-(3,5-difluorophenyl)-N-((2S)-1-oxo-1-(((2S)-5,5,5-trifluoro-1-hydroxyl-(thiazol-2-yl)pentan-2-yl)amino)propan-2-yl)thiazole-5-carboxamide FC=1C=C(C=C(C1)F)C=1SC(=CN1)C(=O)N[C@H](C(N[C@H](C(O)C=1SC=CN1)CCC(F)(F)F)=O)C